tert-butyl 4-chlorocarbonylpiperazine-1-carboxylate ClC(=O)N1CCN(CC1)C(=O)OC(C)(C)C